C(C)C1C(CCC(C1)N1N=C(C=C1)C(F)F)C(=O)O.C(C)S(=O)(=O)N1CCN(CC1)C(C=C)=O 1-(4-(Ethylsulfonyl)piperazin-1-yl)prop-2-en-1-one 2-Ethyl-4-[3-(difluoromethyl)pyrazol-1-yl]cyclohexanecarboxylate